tert-butyl ((1-(5-cyano-2-(3,4-dichloro-5-methyl-1H-pyrrole-2-carboxamido)phenyl)piperidin-3-yl)methyl)carbamate C(#N)C=1C=CC(=C(C1)N1CC(CCC1)CNC(OC(C)(C)C)=O)NC(=O)C=1NC(=C(C1Cl)Cl)C